[N+](=[N-])=C1C(C=CC2=CC=CC=C12)=O 1-diazonaphthalene-2(1H)-one